FC=1C=CN2C(=NN=C(C21)C2=C(C=C(C=C2)C(F)(F)F)O)NC2CC(C2)(C)O 2-(8-fluoro-4-{[(1s,3s)-3-hydroxy-3-methylcyclobutyl]amino}pyrrolo[1,2-d][1,2,4]triazin-1-yl)-5-(trifluoromethyl)phenol